(R)-2-benzylamino-2,5,5-trimethylhexanoic acid compound with methanesulfonic acid CS(=O)(=O)O.C(C1=CC=CC=C1)N[C@@](C(=O)O)(CCC(C)(C)C)C